O=C1OC[C@H](N1C(=O)[C@@H]1CN(CC12CNC2)C(=O)OCC=C)C2=CC=CC=C2 allyl (S)-8-((R)-2-oxo-4-phenyloxazolidine-3-carbonyl)-2,6-diazaspiro[3.4]octane-6-carboxylate